BrC=1C(=CC=2C3=C(C(=NC2C1F)Cl)N=CN3C3C1CN(C3C1)C(=O)OC(C)(C)C)Cl tert-butyl 5-(7-bromo-4,8-dichloro-6-fluoro-1H-imidazo[4,5-c]quinolin-1-yl)-2-azabicyclo[2.1.1]hexane-2-carboxylate